Ethyl 1-[4-chloro-2-(2-fluorobenzoyl)phenyl]-5-methyl-1H-pyrazole-4-carboxylate ClC1=CC(=C(C=C1)N1N=CC(=C1C)C(=O)OCC)C(C1=C(C=CC=C1)F)=O